(3S)-N-phenylpiperidin-3-amine C1(=CC=CC=C1)N[C@@H]1CNCCC1